C(C)(C)(C)OC(NC1CCN(CC1)C=1N(C2=CC(=C(C=C2C1I)F)Br)C1CCC1)=O (1-(6-bromo-1-cyclobutyl-5-fluoro-3-iodo-1H-indol-2-yl)piperidin-4-yl)carbamic acid tert-butyl ester